4-(4-(1-(2,6-dioxopiperidin-3-yl)-3-methyl-1H-indazol-4-yl)butyl)piperazine O=C1NC(CCC1N1N=C(C2=C(C=CC=C12)CCCCN1CCNCC1)C)=O